N(C(=O)C=O)C1=CC=C(O)C=C1 paracetamolAL